(E) or (Z)-4-(perfluorobenzyloxyimino)-1,3-dimethyl-9-oxo-4,9-dihydro-1H-naphtho[2,3-d]Imidazolium FC(C1=C(C(=C(C(=C1F)F)F)F)F)(ON=C1C2=CC=CC=C2C(C=2[NH+](CN(C21)C)C)=O)F